5-(2-fluoro-5-(4-(5-(trifluoromethyl)pyrimidin-2-yl)piperazine-1-carbonyl)benzyl)-3-(trifluoromethyl)pyridine FC1=C(CC=2C=C(C=NC2)C(F)(F)F)C=C(C=C1)C(=O)N1CCN(CC1)C1=NC=C(C=N1)C(F)(F)F